C(C1=CC=CC=C1)[C@@H]1N(C(C=C(C1)C1=NC=CN=C1)C1=CC=C(C=C1)C#N)C(=O)OC1C(C(CCC1)CCO)CCO 2,3-bis-(2'-hydroxyethyl)cyclohexane-1-ol Benzyl-(S)-6-(4-cyanophenyl)-4-(pyrazin-2-yl)-3,6-dihydropyridine-1(2H)-carboxylate